FC1=C(C=CC=C1F)[C@@H]1N(OCC1)C1=CC(=NC=N1)NC1=NC(=C(C=C1OC)N1CCN(CC1)C)C=1C=NN(C1)C (R)-6-(3-(2,3-difluorophenyl)isoxazolidin-2-yl)-N-(3-methoxy-6-(1-methyl-1H-pyrazol-4-yl)-5-(4-methylpiperazin-1-yl)pyridin-2-yl)pyrimidin-4-amine